ClP(C(C)(C)C)Cl dichlorotertbutylphosphine